3-ethyl-1-pentyne-3-ol C(C)C(C#C)(CC)O